ClC=1C(=C(C(=CC1)OC)C1=CC(=NC=C1C(=O)NC=1SC2=C(N1)C=CC=C2OCC)C)F 4-(3-Chloro-2-fluoro-6-methoxyphenyl)-N-(7-ethoxybenzo[d]thiazol-2-yl)-6-methylnicotinamide